ClC1=CC(=C(C(=N1)N1CCOCC1)F)N1CCN(CC1)C(=O)OC(C)(C)C tert-butyl 4-[6-chloro-3-fluoro-2-(morpholin-4-yl)pyridin-4-yl]piperazine-1-carboxylate